3-[2-hydroxy-3-(3-phenoxyphenylamino)propyl]-1H-1,2,4-triazol-5(4H)-one OC(CC1=NNC(N1)=O)CNC1=CC(=CC=C1)OC1=CC=CC=C1